4-amino-N-hydroxy-1,2,5-oxadiazole-3-carboximidoyl chloride hydrochloride Cl.NC=1C(=NON1)C(=NO)Cl